(1,3-diaminocyclohexane) platinum dichloride [Pt](Cl)Cl.NC1CC(CCC1)N